3-chloro-1-oxo-1H,6H,9H-7,8a-methanopyrrolo[1',2':3,4]Imidazo[1,2-c]Pyrimidine-7(8H)-carboxylic acid methyl ester COC(=O)C12CC3(N(C=4N(C(N=C(C4)Cl)=O)C3)C1)C2